normal butyl alcohol C(CCC)O